diisononylparaben 1,2-cyclohexanedicarboxylate C1(C(CCCC1)C(=O)O)C(=O)O.C(CCCCCC(C)C)C=1C(=C(C(O)=O)C=CC1O)CCCCCCC(C)C